2-([2,2'-bipyridin]-5-yloxy)-N,N-dimethylethan-1-amine N1=C(C=CC(=C1)OCCN(C)C)C1=NC=CC=C1